1-(1-(6-ethoxy-5-methoxypyridin-2-yl)-2-(methylsulfonyl)ethyl)-5-phenyl-1H-benzo[d]imidazol-2(3H)-one C(C)OC1=C(C=CC(=N1)C(CS(=O)(=O)C)N1C(NC2=C1C=CC(=C2)C2=CC=CC=C2)=O)OC